C12(C=CC3=CC=CC=C13)CCCCC2 Spiro[cyclohexane-1,1'-indene]